OP(O)OP(O)O.C(C)(C)(C)C1=C(C(=CC(=C1)C)C(C)(C)C)C(O)(C(CO)(CO)CO)CCCCCCCCCCCCCCCCCC 2,6-di-tert-butyl-4-methyl-phenyl-stearyl-pentaerythritol diphosphite